C(C1=CC=CC=C1)OCC1=CC=C(C=C1)[N+](=O)[O-] 1-((benzyloxy)methyl)-4-nitrobenzene